FC(C1=NN=C(O1)C1=CC(=C(CN2C(N(C3=C2C=CC=C3)CCN3CCOCC3)=O)C=C1)F)F 1-(4-(5-(difluoromethyl)-1,3,4-oxadiazol-2-yl)-2-fluorobenzyl)-3-(2-morpholinoethyl)-1,3-dihydro-2H-benzo[d]imidazol-2-one